N-{(1S)-1-cyano-2-[(3S)-2-oxopyrrolidin-3-yl]Ethyl}-N2-[(2R)-2-cyclohexyl-2-methoxyacetyl]-4-methyl-L-leucinamide C(#N)[C@H](C[C@H]1C(NCC1)=O)NC([C@@H](NC([C@H](OC)C1CCCCC1)=O)CC(C)(C)C)=O